1,3-bis(p-tolylthio)benzene C1(=CC=C(C=C1)SC1=CC(=CC=C1)SC1=CC=C(C=C1)C)C